ClC1=CC2=C(CN(S(C2)(=O)=O)CC)C=C1 7-chloro-3-ethyl-3,4-dihydro-1H-benzo[d][1,2]thiazine 2,2-dioxide